OC(C)C=1C=C(C=C2C(C=C(OC12)C=1N(C2=CC=CC=C2C1)C(=O)OC(C)(C)C)=O)C(F)(F)F tert-Butyl 2-[8-(1-hydroxyethyl)-4-oxo-6-(trifluoromethyl)-chromen-2-yl]indole-1-carboxylate